2-(3-chloro-2-pyridinyl)-5-[[5-[4-(trifluoromethyl)phenyl]tetrazol-2-yl]methyl]pyrazole-3-carboxylic acid ClC=1C(=NC=CC1)N1N=C(C=C1C(=O)O)CN1N=C(N=N1)C1=CC=C(C=C1)C(F)(F)F